2-(3-Cyano-2-methylphenyl)-5-[(2S,4Z)-2-(hydroxymethyl)-4-(methoxyimino)pyrrolidine-1-carbonyl]benzonitrile C(#N)C=1C(=C(C=CC1)C1=C(C#N)C=C(C=C1)C(=O)N1[C@@H](C/C(/C1)=N/OC)CO)C